cyclooctane-8-one C1CCCCCCC1=O